C(#N)CC(=O)N(CCOC1OCCCC1)CC 2-cyano-N-ethyl-N-(2-((tetrahydro-2H-pyran-2-yl)oxy)ethyl)acetamide